3-(5-((4-((4'-chloro-5,5-dimethyl-3,4,5,6-tetrahydro-[1,1'-biphenyl]-2-yl)amino)piperidin-1-yl)methyl)-1-oxoisoindolin-2-yl)piperidin-2,6-dione ClC1=CC=C(C=C1)C1=C(CCC(C1)(C)C)NC1CCN(CC1)CC=1C=C2CN(C(C2=CC1)=O)C1C(NC(CC1)=O)=O